ISOBUTYL FORMATE C(=O)OCC(C)C